N=1C=NN2C1C=CC(=C2)C2=CC=C1C(CNCC1=C2)C2=CC(=C(C=C2)Cl)Cl 7-([1,2,4]triazolo[1,5-a]pyridin-6-yl)-4-(3,4-dichlorophenyl)-1,2,3,4-tetrahydroisoquinoline